tert-butyl (R)-4-(4-methyl-1,1-dioxido-3,4-dihydro-2H-benzo[b][1,4,5]oxathiazepin-7-yl)piperazine-1-carboxylate C[C@@H]1CNS(C2=C(O1)C=C(C=C2)N2CCN(CC2)C(=O)OC(C)(C)C)(=O)=O